NC1=CC2=C(N(C(N2C(F)F)=O)C(F)F)C=C1 5-amino-1,3-bis(difluoromethyl)-1H-benzo[d]imidazol-2(3H)-one